C(#N)CC(=O)NCCOCCOCCOC 2-cyano-N-(2-(2-(2-methoxyethoxy)ethoxy)ethyl)acetamide